N[C@@H]1[C@H]([C@H]([C@H](O[C@H]1C)NC=1C2=C(N=CN1)C=CN2)O)O (2S,3R,4R,5R,6S)-5-amino-6-methyl-2-(5H-pyrrolo[3,2-d]pyrimidin-4-ylamino)tetrahydropyran-3,4-diol